2-((5-fluoropyridin-3-yl)methyl)-6-(2-(2-(trifluoromethoxy)ethoxy)pyrimidin-5-yl)pyridazine-3(2H)-one FC=1C=C(C=NC1)CN1N=C(C=CC1=O)C=1C=NC(=NC1)OCCOC(F)(F)F